1-Chloro-5-fluoro-2-iodo-3-methoxy-benzene ClC1=C(C(=CC(=C1)F)OC)I